ClC1=CC(=CC(=N1)NCC1CC1)C1(CCC1)CC1=NN=CN1C 6-chloro-N-(cyclopropylmethyl)-4-(1-((4-methyl-4H-1,2,4-triazol-3-yl)methyl)cyclobutyl)pyridin-2-amine